Triethylene glycol methyl ether methacrylate C(C(=C)C)(=O)OCCOCCOCCOC